C(C)(C)(C)OC(=O)N1CCN(CC1)CC1=C(C=C(C=C1)Cl)O 4-[(4-chloro-2-hydroxy-phenyl)methyl]piperazine-1-carboxylic acid tert-butyl ester